3-benzyl-2-isopropyl-3,4-dihydroisoquinoline C(C1=CC=CC=C1)C1N(CC2=CC=CC=C2C1)C(C)C